2-{[(3R,6R)-1-{[6-methoxy-2-(2H-1,2,3-triazol-2-yl)pyridin-3-yl]carbonyl}-6-methylpiperidin-3-yl]oxy}-4-methylpyridine-3-carbonitrile COC1=CC=C(C(=N1)N1N=CC=N1)C(=O)N1C[C@@H](CC[C@H]1C)OC1=NC=CC(=C1C#N)C